NC1=NC=NN2C1=C(C(=N2)C2=CC=C(C=C2)NC(C=C)=O)C2=CC(=C(C=C2)OC2CCC2)OC N-(4-(4-amino-5-(4-cyclobutoxy-3-methoxyphenyl)pyrazolo[5,1-f][1,2,4]triazin-6-yl)phenyl)acrylamide